C1(CCC1)NC=1C(NC(NC1)=O)=O 5-(cyclobutylamino)pyrimidine-2,4(1H,3H)-dione